ClC1=CC=C(C=C1)CNC(=O)NC1=CC=C(C=C1)CC(=O)N1C[C@@H](N(CC1)C(=O)OC(C)(C)C)C tert-butyl (2S)-4-{2-[4-({[(4-chlorophenyl) methyl]amino} carbonylamino) phenyl]acetyl}-2-methylpiperazinecarboxylate